C(C1=CC=CC=C1)N1C(CC(CC1)(O)C=1C=C2C(N(C(C2=CC1)=O)C1C(NC(CC1)=O)=O)=O)C 5-(1-benzyl-4-hydroxy-2-methylpiperidin-4-yl)-2-(2,6-dioxopiperidin-3-yl)isoindoline-1,3-dione